N-(pyridin-2-ylmethyl)butyramide N1=C(C=CC=C1)CNC(CCC)=O